(R)-2-(5-((4-((1-(3-(difluoromethyl)-2-fluorophenyl)ethyl)amino)-2-methylquinazolin-6-yl)(methyl)amino)-2-methoxypyridin-3-yl)-N,N-dimethylacetamide formate C(=O)O.FC(C=1C(=C(C=CC1)[C@@H](C)NC1=NC(=NC2=CC=C(C=C12)N(C=1C=C(C(=NC1)OC)CC(=O)N(C)C)C)C)F)F